[Cl-].[Cl-].C(CCCCCCC)[NH3+].C(CCCCCCC)[NH3+] bis(octylammonium) dichloride